1-(3-(7H-pyrrolo[2,3-d]pyrimidin-4-yl)-3,9-diazabicyclo[3.3.1]nonan-9-yl)-2-(4-chlorophenyl)-3-(isopropylamino)propan-1-one N1=CN=C(C2=C1NC=C2)N2CC1CCCC(C2)N1C(C(CNC(C)C)C1=CC=C(C=C1)Cl)=O